2-(2-(4-(2-(2-(((5r,8r)-4-hydroxy-3-mesityl-2-oxo-1-oxaspiro[4.5]dec-3-en-8-yl)oxy)ethoxy)ethyl)piperazin-1-yl)ethoxy)acetic acid OC1=C(C(OC12CCC(CC2)OCCOCCN2CCN(CC2)CCOCC(=O)O)=O)C2=C(C=C(C=C2C)C)C